(R)-N-(4-cyano-2,3-dihydro-1H-inden-1-yl)-2-(piperazin-1-yl)benzo[d]thiazole-6-carboxamide C(#N)C1=C2CC[C@H](C2=CC=C1)NC(=O)C1=CC2=C(N=C(S2)N2CCNCC2)C=C1